BrC=1C(=C(C=CC1)C1=C(C(=CC=C1)Br)C)C 3,3'-dibromo-2,2'-dimethyl-1,1'-biphenyl